3-ethyl-3-(2'-hydroxyethyl)oxymethyloxetane C(C)C1(COC1)COCCO